C(#N)C1=CC(=C(C=C1)[C@H]1C(=C(NC=2C3=C(N=C(C12)OCC)C=CS3)C)C(=O)N)OC (R)-6-(4-cyano-2-methoxyphenyl)-5-ethoxy-8-methyl-6,9-dihydrothieno[3,2-h][1,6]naphthyridine-7-formamide